CC1=C(C(=C2CCCC2=C1)NC(=O)NS(=O)(=N)C)C1=CC(=NC=C1)OC1CCN(CC1)C N-((6-Methyl-5-(2-((1-methylpiperidin-4-yl)oxy)pyridin-4-yl)-2,3-dihydro-1H-inden-4-yl)carbamoyl)methanesulfonimidamide